cadmium oxide [O-2].[Cd+2]